tert-butyl 2-(1-(2-chloro-4-((2,6-dioxopiperidin-3-yl)amino)phenyl)-4-hydroxypiperidin-4-yl)acetate ClC1=C(C=CC(=C1)NC1C(NC(CC1)=O)=O)N1CCC(CC1)(O)CC(=O)OC(C)(C)C